CN1C(=NC(=C1)C)C 1,2,4-trimethyl-imidazole